5-((7-benzyloxyquinazolin-4-yl)amino)-4-fluoro-2-methylphenol hydrochloride Cl.C(C1=CC=CC=C1)OC1=CC=C2C(=NC=NC2=C1)NC=1C(=CC(=C(C1)O)C)F